OCCOC1=C(C=C(C(=C1)C)C1(C2=CC=CC=C2C=2C=CC=CC12)C1=CC(=C(C=C1C)OCCO)C(C)(C)C)C(C)(C)C 9,9-bis[4-(2-hydroxyethoxy)-3-tert-butyl-6-methylphenyl]fluorene